O1CC(CC1)C=1N(C=CN1)CCNC(OC(C)(C)C)=O tert-Butyl (2-(2-(tetrahydrofuran-3-yl)-1H-imidazol-1-yl)ethyl)carbamate